C=C1CC[C@H](N(C1)C(=O)OCC1=CC=CC=C1)C(=O)OC 1-Benzyl 2-methyl (S)-5-methylenepiperidine-1,2-dicarboxylate